C1(=CC=CC=C1)OC(=O)N1CCN(CC1)C1(CCC(CC1)(F)F)C1=CC=C(C=C1)C(C)(C)N 4-{1-[4-(2-Aminoprop-2-yl)phenyl]-4,4-difluorocyclohexyl}piperazine-1-carboxylic acid phenyl ester